1'-[2-(3-chloro-4-methanesulfonyl-phenoxy)ethyl]-2-oxo-1,2-dihydrospiro[indole-3,4'-piperidine]-5-carbonitrile ClC=1C=C(OCCN2CCC3(CC2)C(NC2=CC=C(C=C23)C#N)=O)C=CC1S(=O)(=O)C